delta-decanol CCCC(CCCCCC)O